11-(2-(diethylamino)ethyl)-5-(4-(hexyloxy)-4-oxobutyl)-17-(4-(octyloxy)-4-oxobutyl)-7,15-dioxo-6,8,14,16-tetraoxa-11-azahenicosanedioate C(C)N(CCN(CCOC(OC(CCCC(=O)[O-])CCCC(=O)OCCCCCC)=O)CCOC(OC(CCCC(=O)[O-])CCCC(=O)OCCCCCCCC)=O)CC